o-veratraldehyde C(C1=C(OC)C(OC)=CC=C1)=O